5,5'-(((2-((allyloxy)methyl)-2-(((2,2,5-trimethyl-1,3-dioxan-5-yl)methoxy)methyl)propane-1,3-diyl)bis(oxy))bis(methylene))bis(2,2,5-trimethyl-1,3-dioxane) C(C=C)OCC(COCC1(COC(OC1)(C)C)C)(COCC1(COC(OC1)(C)C)C)COCC1(COC(OC1)(C)C)C